(R)-3-(4-amino-5-(3-chloro-4-(pyridin-2-ylmethoxy)phenyl)-7H-pyrrolo[2,3-d]Pyrimidin-7-yl)piperidine-1-carboxylic acid tert-butyl ester C(C)(C)(C)OC(=O)N1C[C@@H](CCC1)N1C=C(C2=C1N=CN=C2N)C2=CC(=C(C=C2)OCC2=NC=CC=C2)Cl